1-Acetyl-N-(2-amino-5-bromobenzyl)piperidine-4-carboxamide xenon [Xe].C(C)(=O)N1CCC(CC1)C(=O)NCC1=C(C=CC(=C1)Br)N